CC1=C(C=CC=C1C2=CC(=NC(=N2)N)C3=CN(N=N3)CC4=NC(=CC=C4)C(C)(C)O)C#N 3-[2-amino-6-[1-[[6-(2-hydroxypropan-2-yl)pyridin-2-yl]methyl]triazol-4-yl]pyrimidin-4-yl]-2-methylbenzonitrile